17-tetracosaenoic acid C(CCCCCCCCCCCCCCCC=CCCCCCC)(=O)O